4,7-diazaindole N1C=CC2=NC=CN=C12